ClC=1SC(=CC1C(=O)NC1(CC1)C#N)C=1C=NN(C1)C1=C(C=C(C=C1Cl)C(C(F)(F)F)(C(F)(F)F)F)Cl 2-chloro-N-(1-cyanocyclopropyl)-5-[1-[2,6-dichloro-4-[1,2,2,2-tetrafluoro-1-(trifluoromethyl)ethyl]phenyl]pyrazol-4-yl]thiophene-3-carboxamide